ClC1=C(C=C(C=C1)S(=O)(=O)C1=CC(=C(C=C1)N1C(NN=C1)=S)N1CCOCC1)C(F)(F)F 4-(4-((4-chloro-3-(trifluoromethyl)phenyl)sulfonyl)-2-morpholinophenyl)-2,4-dihydro-3H-1,2,4-triazole-3-thione